(5-chloro-2-pyridyl)-tetrahydropyran-4-yl-methanol ClC=1C=CC(=NC1)C(O)C1CCOCC1